OC1=C(C=C(C=C1)B(O)O)C(F)(F)F 4-HYDROXY-3-(TRIFLUOROMETHYL)PHENYLBORONIC ACID